6-fluoro-8H-pyrido[2,3-d]pyrimidin-7-one FC1=CC2=C(N=CN=C2)NC1=O